NC=1C(=CC(=C(C1)NC1=NC=C(C(=N1)NC1=C(C=CC=C1)NS(=O)(=O)C)Cl)OC)N1CCN(CC1)C N-(2-((2-((5-amino-2-methoxy-4-(4-methylpiperazin-1-yl)phenyl)amino)-5-chloropyrimidin-4-yl)amino)phenyl)methane-sulfonamide